(1-(4-fluorobenzoyl)piperidin-3-yl)(4-(quinolin-4-yl)piperazin-1-yl)methanone FC1=CC=C(C(=O)N2CC(CCC2)C(=O)N2CCN(CC2)C2=CC=NC3=CC=CC=C23)C=C1